FC1=C(C(=CC(=C1)OC)F)[C@@H]1[C@H](C(NC1)=O)NC(=O)NC1=CC=C(C=C1)C |o1:10,11| (+)-1-[(3R*,4S*)-4-(2,6-difluoro-4-methoxy-phenyl)-2-oxo-pyrrolidin-3-yl]-3-(p-tolyl)urea